OC(=C)C 2-hydroxypropaneN